Phenyl-2,4,6-tri-O-acetyl-3-isothiocyanato-1,3-dideoxy-1-[(R)-sulfinyl]-α-D-glucopyranose C1(=CC=CC=C1)[C@@]1(C(O[C@@H]([C@H]([C@@H]1N=C=S)OC(C)=O)COC(C)=O)=S=O)OC(C)=O